4-fluoro-N'-hydroxy-benzamidine FC1=CC=C(C(=NO)N)C=C1